9,9'-(5-(2,6-diphenylpyrimidin-4-yl)-1,3-phenylene)bis(3-(dibenzo[b,d]furan-4-yl)-9H-carbazole) C1(=CC=CC=C1)C1=NC(=CC(=N1)C=1C=C(C=C(C1)N1C2=CC=CC=C2C=2C=C(C=CC12)C1=CC=CC2=C1OC1=C2C=CC=C1)N1C2=CC=CC=C2C=2C=C(C=CC12)C1=CC=CC2=C1OC1=C2C=CC=C1)C1=CC=CC=C1